n-methyldioctadecylamine tetrakis(pentafluorophenyl)borate FC1=C(C(=C(C(=C1[B-](C1=C(C(=C(C(=C1F)F)F)F)F)(C1=C(C(=C(C(=C1F)F)F)F)F)C1=C(C(=C(C(=C1F)F)F)F)F)F)F)F)F.CN(CCCCCCCCCCCCCCCCCC)CCCCCCCCCCCCCCCCCC